NC(CN1C2CN(C(C1)C2)C(=O)OC(C)(C)C)C2=CC(=C(C=C2)Cl)Cl tert-butyl 5-[2-amino-2-(3,4-dichlorophenyl)ethyl]-2,5-diazabicyclo[2.2.1]heptane-2-carboxylate